5-((5-ethynylpyridin-2-yl)oxy)-1H-1,2,3-triazole-4-carboxylic acid C(#C)C=1C=CC(=NC1)OC1=C(N=NN1)C(=O)O